B(F)(F)F.C(\C=C/C(=O)[O-])(=O)[O-].C(C(C)=C)O.[Li+].[Li+] lithium methallyl alcohol monomaleate trifluoroborate